Cis-4-(Hydroxymethyl)cyclohexane-1-carboxylic acid methyl ester COC(=O)[C@@H]1CC[C@@H](CC1)CO